Methyl (5-{[6-(azetidin-1-yl)-4-fluoro-1-benzofuran-2-carbonyl]sulfamoyl}naphthalen-2-yl)acetate N1(CCC1)C1=CC2=C(C=C(O2)C(=O)NS(=O)(=O)C2=C3C=CC(=CC3=CC=C2)CC(=O)OC)C(=C1)F